(R)-8-(6-(tert-butyl)pyridin-3-yl)-3-methyl-6-oxo-3,4-dihydro-2H,6H-pyrido[2,1-b][1,3]thiazine-7-carbonitrile C(C)(C)(C)C1=CC=C(C=N1)C=1C=C2SC[C@@H](CN2C(C1C#N)=O)C